2-(4-((1-(6,7-dihydro-5H-cyclopenta[b]pyridin-4-yl)-1H-pyrazolo[4,3-c]pyridin-6-yl)amino)-1H-pyrazol-1-yl)ethan-1-ol N1=C2C(=C(C=C1)N1N=CC=3C=NC(=CC31)NC=3C=NN(C3)CCO)CCC2